1-(pyrimidin-2-yl)ethan-1-ol tert-butyl-6-(5-{2-[di(prop-2-yl)carbamoyl]-4-fluorophenoxy}pyrimidin-4-yl)-2,6-diazaspiro[3.3]heptane-2-carboxylate C(C)(C)(C)C1N(CC12CN(C2)C2=NC=NC=C2OC2=C(C=C(C=C2)F)C(N(C(C)C)C(C)C)=O)C(=O)OC(C)C2=NC=CC=N2